N-((2S,3R)-2-[(2,3'-difluoro[1,1'-biphenyl]-3-yl)methyl]-4,4-difluoro-1-(trimethyl-hydrazinecarbonyl)pyrrolidin-3-yl)-ethanesulfonamide FC1=C(C=CC=C1C[C@@H]1N(CC([C@@H]1NS(=O)(=O)CC)(F)F)C(=O)N(N(C)C)C)C1=CC(=CC=C1)F